5-(3-methoxyphenyl)-2-(2,2,2-trifluoroethyl)pentanoic acid COC=1C=C(C=CC1)CCCC(C(=O)O)CC(F)(F)F